P(=O)([O-])([O-])O.S(=O)(=O)(O)O.[Ba+2] barium sulfate phosphate